C(#N)C=1C(=NC(=NC1)NC1CCC(CC1)C(=O)N(C)C)S(=O)(=O)C (1r,4r)-4-(5-cyano-4-(methylsulfonyl)pyrimidin-2-ylamino)-N,N-dimethylcyclohexanecarboxamide